1-[(3R,4R)-3-methyl-4-{2-[4-(trifluoromethyl)phenyl]vinyl}pyrrolidin-1-yl]prop-2-en-1-one C[C@H]1CN(C[C@@H]1C=CC1=CC=C(C=C1)C(F)(F)F)C(C=C)=O